tert-butyl (2-(3-bromopropoxy)-4-methylphenyl)carbamate BrCCCOC1=C(C=CC(=C1)C)NC(OC(C)(C)C)=O